N-(4-((4-methoxybenzyl)amino)quinolin-3-yl)pentanamide COC1=CC=C(CNC2=C(C=NC3=CC=CC=C23)NC(CCCC)=O)C=C1